FC1=CC=C(C=C1)C1=CCOC2=CC=C(C=C12)C(F)(F)F 4-(4-fluorophenyl)-6-(trifluoromethyl)-2H-chromene